FC1=C(C(=CC=C1)F)C=1C=CCN(C1)C1=C(C=CC(=C1)C(N[C@@H]1[C@H](CCCC1)O)=O)C 5-(2,6-difluorophenyl)-N-(5-{[(1S,2S)-2-hydroxycyclohexyl]carbamoyl}-2-methylphenyl)pyridine